4,6-bis(diphenylphosphino)-10H-phenoxazine C1(=CC=CC=C1)P(C1=CC=CC=2NC3=CC=CC(=C3OC12)P(C1=CC=CC=C1)C1=CC=CC=C1)C1=CC=CC=C1